C(C1=CC=CC=C1)N(CC(=O)NO)CC=1C=C(C(=O)O)C=CC1 3-[[benzyl-[2-(hydroxyamino)-2-oxo-ethyl]-amino]methyl]benzoic acid